NC1=CC(=C2NC(CCCCC[C@](C3=NN=C(C1=N2)O3)(O)C(F)(F)F)C3=NC=CC=N3)C(F)(F)F (6R)-17-amino-12-pyrimidin-2-yl-6,15-bis(trifluoromethyl)-19-oxa-3,4,13,18-tetraazatricyclo[12.3.1.12,5]nonadeca-1(18),2,4,14,16-penta-en-6-ol